(R)-2-((1-(2-cyano-7-methyl-3-(4-(thiazol-2-yl)piperazin-1-yl)quinoxalin-5-yl)ethyl)amino)benzoic acid C(#N)C1=NC2=CC(=CC(=C2N=C1N1CCN(CC1)C=1SC=CN1)[C@@H](C)NC1=C(C(=O)O)C=CC=C1)C